ClC1=C(NC)C=CC(=C1)C 2-chloro-N,4-dimethylaniline